8-amino-5-methyl-9-(5-methyl-1H-indazol-4-yl)-9H-pyrrolo[2,3-c][1,2,4]triazolo[1,5-a]pyridine-7-carboxamide NC1=C(C2=C(C=3N(C(=C2)C)N=CN3)N1C1=C3C=NNC3=CC=C1C)C(=O)N